4-amino-6-chloro-5-fluoro-pyridine-3-carboxamide NC1=C(C=NC(=C1F)Cl)C(=O)N